mono-n-propyl-hafnium trishydroxide [OH-].[OH-].[OH-].C(CC)[Hf+3]